3-methyl-2-(5-methylheptan-2-yl)cyclopent-2-en-1-one CC1=C(C(CC1)=O)C(C)CCC(CC)C